ClC1=CC=C(C(=N1)C1=NC=2C(=NC=C(C2)C(F)(F)F)N1C)SCC 2-(6-chloro-3-(ethylsulfanyl)pyridin-2-yl)-3-methyl-6-(trifluoromethyl)-3H-imidazo[4,5-b]pyridine